(R)-N-(2-chloro-4-morpholinophenyl)-5-(piperidin-3-ylamino)pyrazolo[1,5-a]pyrimidine-3-carboxamide trifluoroacetate salt FC(C(=O)O)(F)F.ClC1=C(C=CC(=C1)N1CCOCC1)NC(=O)C=1C=NN2C1N=C(C=C2)N[C@H]2CNCCC2